L-2,3,5-triphenyl-tetrazolium chloride [Cl-].C1(=CC=CC=C1)N1[NH2+]C(=NN1C1=CC=CC=C1)C1=CC=CC=C1